6-(3,5-difluorobenzyl)-2-methyl-N-((2-methyloxazol-4-yl)methyl)-5-oxo-5,6-dihydro-1,6-naphthyridine-3-carboxamide FC=1C=C(CN2C(C=3C=C(C(=NC3C=C2)C)C(=O)NCC=2N=C(OC2)C)=O)C=C(C1)F